N,N,N-Trimethyl-1,3-bis(tetradecanoyloxy)-2-((tetradecanoyloxy)methyl)propan-2-aminium chloride [Cl-].C[N+](C(COC(CCCCCCCCCCCCC)=O)(COC(CCCCCCCCCCCCC)=O)COC(CCCCCCCCCCCCC)=O)(C)C